Tetrahydro-2-furancarboxamide O1C(CCC1)C(=O)N